ClC=1C=C(C=CC1)CC(C)(C)NC[C@H](COC1=CC=C(C=C1)S(=O)(=O)C)O (R)-1-((1-(3-chlorophenyl)-2-methylpropan-2-yl)amino)-3-(4-(methylsulfonyl)phenoxy)propan-2-ol